[C@H]12CC(C[C@H](CCC1)N2)=CC2=CN=C(N=N2)C=2C(=CC(=NC2)N2C=NC=C2)O 5-(6-((Z)-((1R,5S)-9-azabicyclo[3.3.1]nonan-3-ylidene)methyl)-1,2,4-triazin-3-yl)-2-(1H-imidazol-1-yl)pyridin-4-ol